(2s,3r)-3-(acetamidomethyl)-2-amino-6-dihydroxyboryl-hexanoic acid C(C)(=O)NC[C@H]([C@@H](C(=O)O)N)CCCB(O)O